FC(C=1C(=C(C=CC1)[C@@H](C)NC1=NN(C(C=2C1=CN(C(C2)=O)[C@@H]2CC21CCC(CC1)(F)F)=O)C)F)F 4-(((R)-1-(3-(difluoromethyl)-2-fluorophenyl)ethyl)amino)-6-((R)-6,6-difluorospiro[2.5]oct-1-yl)-2-methyl-2,6-dihydropyrido[3,4-d]pyridazine-1,7-dione